NCCN1CC2N(CCCN2C(C2=CC=C(C=C2)OC(F)F)=O)C(C1)C 8-(2-aminoethyl)-1-(4-(difluoromethoxy)benzoyl)-6-methyl-hexahydro-4H-pyrazino[1,2-a]pyrimidine